FC1=C(C=CC=C1)C(=NO)Cl 2-fluoro-N-hydroxybenzenecarboximidoyl chloride